24-methylcholesterol ferulate C(\C=C\C1=CC(OC)=C(O)C=C1)(=O)O[C@@H]1CC2=CC[C@H]3[C@@H]4CC[C@H]([C@@H](CCC(C(C)C)C)C)[C@]4(CC[C@@H]3[C@]2(CC1)C)C